CN(CCOC1=CC=C2C=C(C(OC2=C1)=NO)C(C)=O)C 7-(2-dimethylaminoethoxy)-3-acetylcoumarin oxime